ClC1=CC(=C(CC=2N(C3=CC=C(C=C3C2)C(=O)NC(CO)C2=CC=C(C=C2)S(=O)(=O)CC)CCF)C=C1)C(F)(F)F 2-(4-chloro-2-(trifluoromethyl)benzyl)-N-(1-(4-(ethylsulfonyl)phenyl)-2-hydroxyethyl)-1-(2-fluoroethyl)-1H-indole-5-carboxamide